BrC1=NN(C(C1)C(=O)OCC)C1=C(C=C(C=C1)C#N)Cl ethyl 3-bromo-1-(2-chloro-4-cyanophenyl)-4,5-dihydro-1H-pyrazole-5-carboxylate